C(C)N1[C@H](CC1)COC1=C(N(N=C1)C)C1=CC=2N(C=C1)N=C(C2)NC=2N=NC(=CC2)C 5-[4-[[(2R)-1-ethylazetidin-2-yl]methoxy]-2-methyl-pyrazol-3-yl]-N-(6-methylpyridazin-3-yl)pyrazolo[1,5-a]pyridin-2-amine